[Na].[Na].C1(O)=CC=C(O)C=C1 hydroquinone disodium salt